2,2-Dichloroacetyl chloride ClC(C(=O)Cl)Cl